1-((6-(dimethylphosphoryl)pyridin-3-yl)carbamoyl)-6-azaspiro[2.5]Octane-6-carboxylic acid tert-butyl ester C(C)(C)(C)OC(=O)N1CCC2(CC2C(NC=2C=NC(=CC2)P(=O)(C)C)=O)CC1